N-[(4-methoxyphenyl)methyl]-N-methyl-3-(1-methylimidazol-4-yl)-4-[(5-sec-butyl-2-pyridyl)amino]benzenesulfonamide COC1=CC=C(C=C1)CN(S(=O)(=O)C1=CC(=C(C=C1)NC1=NC=C(C=C1)C(C)CC)C=1N=CN(C1)C)C